C[Si](C1=CC=C2C=CC3=C(C=CC4=CC=C1C2=C34)C3=CC=C(C=C3)OCCOC3OCCCC3)(C3=CC=C4C=CC2=C(C=CC1=CC=C3C4=C21)C2=CC=C(C=C2)OCCOC2OCCCC2)C dimethylbis(6-(4-(2-((tetrahydro-2H-pyran-2-yl)oxy)ethoxy)phenyl)pyren-1-yl)silane